C(C)(C)(C)[Si](OC(CC=O)C#CC=CC#CC(CC=CCC)O[Si](C)(C)C(C)(C)C)(C)C 3,10-bis-(tert-butyl(dimethyl)-silyloxy)pentadeca-6,12-dien-4,8-diynal